C1(=CC=CC=C1)P(OC(C1=C(C=C(C=C1C)C)C)=O)([O-])=O.[Na+] sodium (2,4,6-trimethylbenzoyl) phenylphosphonate